C(C)(=O)C=1SC=CN1 2-Acetylthiazol